Ethyl 1-(5-(3-(tert-butoxy)-3-oxoprop-1-en-1-yl)pyridin-2-yl)piperidine-4-carboxylate C(C)(C)(C)OC(C=CC=1C=CC(=NC1)N1CCC(CC1)C(=O)OCC)=O